[N+](=[N-])=CC(CC[C@@H](C(=O)OC(C)C)NC([C@H](CCC)OCC)=O)=O isopropyl (S)-6-diazo-2-((S)-2-ethoxypentanamido)-5-oxohexanoate